2-Cyclopropyl-3-(4-fluoro-1H-indazol-5-yl)-6-(4-fluoro-3-isopropylphenyl)-imidazo[1,2-a]pyrazine C1(CC1)C=1N=C2N(C=C(N=C2)C2=CC(=C(C=C2)F)C(C)C)C1C=1C(=C2C=NNC2=CC1)F